4-methyl-N-[(1,3-oxazol-2-yl)methyl]-2-[(pyridin-2-yl)methyl]-8-(trifluoromethyl)-2H-furo[2,3-g]indazole-7-carboxamide CC=1C2=CN(N=C2C2=C(C1)OC(=C2C(F)(F)F)C(=O)NCC=2OC=CN2)CC2=NC=CC=C2